BrC1=C(C=CC=C1)C#CC1=C(C(=O)OC)C=CC=C1 methyl 2-(2-(2-bromophenyl) ethynyl)-benzoate